C(C)(C)(C)C1N(CC12CCC(CC2)CO)C(=O)O.B(O)(O)C2=CC(=C(C(=O)NCCCN(CC(=O)O)C(C1=C(C=C(C=C1)B(O)O)F)=O)C=C2)F N-(3-(4-borono-2-fluorobenzamido)propyl)-N-(4-borono-2-fluorobenzoyl)glycine tertbutyl-7-(hydroxymethyl)-2-azaspiro[3.5]nonane-2-carboxylate